S(=O)(=O)(C1=CC=C(C)C=C1)NN=C1CN(C1)C(=O)OC(C)(C)C tert-butyl 3-(2-tosylhydrazono)azetidine-1-carboxylate